NC1=C(C(=NN1C(CC)C(F)(F)F)C1=CC=C(C=C1)CNC(C1=C(C=CC=C1)OC)=O)C(=O)N 5-amino-3-[4-[[(2-methoxybenzoyl)amino]methyl]phenyl]-1-[1-(trifluoromethyl)propyl]pyrazole-4-carboxamide